S1C(=NC2=C1C=CC=C2)NC2=C(C=C(N=N2)N(C=2SC(=C(N2)C(=O)O)CCCOC2=C(C=C(C=C2)C#CCN(C)C)F)CCCCC(=O)O)C 2-({6-[(1,3-Benzothiazol-2-yl)amino]-5-methylpyridazin-3-yl}(4-carboxybutyl)amino)-5-(3-{4-[3-(dimethylamino)prop-1-yn-1-yl]-2-fluorophenoxy}propyl)-1,3-thiazole-4-carboxylic acid